C(C)N(CCCN(C(=O)C1=CC2=C(N3C(S2)=NC(=C3)C=3C=C(C=CC3)C)C=C1)C)CC N-(3-(diethylamino)propyl)-N-methyl-2-(m-tolyl)benzo[d]imidazo[2,1-b]thiazole-7-carboxamide